benzhydryl-glycine ethyl ester C(C)OC(CNC(C1=CC=CC=C1)C1=CC=CC=C1)=O